benzyl (S)-1-((3-methyloxetan-3-yl)methyl)aziridine-2-carboxylate CC1(COC1)C[N@@]1C(C1)C(=O)OCC1=CC=CC=C1